nonyl 8-((6-((5,5-bis(((Z)-oct-5-en-1-yl)oxy)pentanoyl)oxy)hexyl)(3-hydroxypropyl)amino)octanoate C(CCC\C=C/CC)OC(CCCC(=O)OCCCCCCN(CCCCCCCC(=O)OCCCCCCCCC)CCCO)OCCCC\C=C/CC